2-Methoxynaphthaleneethylamine acetate C(C)(=O)O.COC1=C(C2=CC=CC=C2C=C1)CCN